(2-iodofuro[3,2-c]pyridin-4-yl)methanol IC1=CC=2C(=NC=CC2O1)CO